(S)-4-(2-carbamoyl-pyrrolidin-1-yl)-2-((1-(3,4,5-trimethoxyphenyl)-1H-imidazol-4-yl)amino)-7,8-dihydropyrido[4,3-d]pyrimidine-6(5H)-carboxylic acid tert-butyl ester C(C)(C)(C)OC(=O)N1CC2=C(N=C(N=C2N2[C@@H](CCC2)C(N)=O)NC=2N=CN(C2)C2=CC(=C(C(=C2)OC)OC)OC)CC1